CCCCC[C@@H](/C=C/[C@@H]1[C@H]([C@H](CC1=O)O)CCCCCCC(=O)O)O The molecule is a prostaglandins D. It has a role as a human metabolite. It is a conjugate acid of a prostaglandin D1(1-).